(R)-N-(4-methoxy-2-(4-methylpiperazin-1-yl)-5-((6-(3-(3-((6-methylpyridin-2-yl)methoxy)phenyl)isooxazolidin-2-yl)pyrimidin-4-yl)amino)phenyl)acrylamide COC1=CC(=C(C=C1NC1=NC=NC(=C1)N1OCC[C@@H]1C1=CC(=CC=C1)OCC1=NC(=CC=C1)C)NC(C=C)=O)N1CCN(CC1)C